(5-(5-bromopyridin-2-yl) isoxazol-3-yl) methylsulfonate CS(=O)(=O)OC1=NOC(=C1)C1=NC=C(C=C1)Br